sulfamic anhydride S(N)(=O)(=O)OS(N)(=O)=O